FC1=CC=C(C=C1)C1(CN(CC1)C(=O)OCC1=CC=CC=C1)O benzyl 3-(4-fluorophenyl)-3-hydroxypyrrolidine-1-carboxylate